(1-(3,4-dimethylphenyl)-1H-tetrazol-5-yl)methanamine CC=1C=C(C=CC1C)N1N=NN=C1CN